methyl 3-((tert-butoxycarbonyl) amino)-2-hydroxypropionate C(C)(C)(C)OC(=O)NCC(C(=O)OC)O